7-(diethylamino)-N-[12-(N-hexyl-2-nitrobenzenesulfonamido)dodecyl]-2-oxo-2H-chromene-3-carboxamide C(C)N(C1=CC=C2C=C(C(OC2=C1)=O)C(=O)NCCCCCCCCCCCCN(S(=O)(=O)C1=C(C=CC=C1)[N+](=O)[O-])CCCCCC)CC